(E)-2-(2-methyl-6-(2-(1,1,7,7-tetramethyl-2,3,6,7-tetrahydro-1H,5H-pyrido[3,2,1-ij]quinolin-9-yl)vinyl)-4H-pyran-4-ylidene)malononitrile CC=1OC(=CC(C1)=C(C#N)C#N)\C=C\C=1C=C2C(CCN3C2=C(C1)C(CC3)(C)C)(C)C